[1,4]Thiazine-2-carboxylate S1C(C=NC=C1)C(=O)[O-]